N1(N=NC=C1)CCC(=O)N1CC(=CCC1)C1=CC(=C2C=C(NC2=C1F)C(=O)O)C1=C(C=NC=C1)CC 6-(1-(3-(1H-1,2,3-triazol-1-yl)propanoyl)-1,2,5,6-tetrahydropyridin-3-yl)-4-(3-ethylpyridin-4-yl)-7-fluoro-1H-indole-2-carboxylic acid